C(C)OC1=C(O[C@H]2CN(CCC2)C2=CN=CC(=N2)NC2=NC=CC(=N2)OC2CCC(CC2)C(=O)OC)C=CC=C1 methyl (1R,4r)-4-((2-((6-((R)-3-(2-ethoxyphenoxy)piperidin-1-yl)pyrazin-2-yl)amino)pyrimidin-4-yl)oxy)cyclohexane-1-carboxylate